tert-butyl (2S,6S)-4-[7-[(7-fluoro-2-methyl-indazol-5-yl)carbamoyl]-2-[(2-methylpyrazol-3-yl)methoxy]-1,3-benzothiazol-4-yl]-2,6-dimethyl-piperazine-1-carboxylate FC1=CC(=CC2=CN(N=C12)C)NC(=O)C1=CC=C(C=2N=C(SC21)OCC=2N(N=CC2)C)N2C[C@@H](N([C@H](C2)C)C(=O)OC(C)(C)C)C